6-Chloro-1-(3-(trifluoromethyl)benzyl)-1H-indol-5-amine ClC1=C(C=C2C=CN(C2=C1)CC1=CC(=CC=C1)C(F)(F)F)N